CC=1OC2=C(N1)C(=CC(=C2)C(=O)OC)C2=NOC(=C2)[Si](C)(C)C methyl 2-methyl-4-(5-(trimethylsilyl)isoxazol-3-yl)benzo[d]oxazole-6-carboxylate